2-[(R)-1-acryloyl-3-(2,3-dichloro-6-fluorophenyl)-3-pyrrolidinylamino]-7-methyl-1,7-diaza-8(7H)-naphthalenone C(C=C)(=O)N1C[C@@](CC1)(C1=C(C(=CC=C1F)Cl)Cl)NC1=NC=2C(N(C=CC2C=C1)C)=O